I[13CH2][13CH3] iodoethane-1,2-13C2